OC(C(=O)[O-])(CCCCCCCCCCCCCCCC)O.[Li+] lithium dihydroxystearate